C(#N)C[C@@H](C1=CC=C(C=C1)S(=O)(=O)CC)NC(C1=CC=C(C=C1)N1[C@@H](C[C@@H](C1)OC1=CC(=CC=C1)OC(F)(F)F)COC(F)F)=O N-((S)-2-cyano-1-(4-(ethylsulfonyl)phenyl)ethyl)-4-((2S,4S)-2-((difluoromethoxy)methyl)-4-(3-(trifluoromethoxy)phenoxy)pyrrolidin-1-yl)benzamide